1,5-dimethyl 2-(6-[4-[(benzyloxy)methyl]piperidin-1-yl]-1-oxoisoquinolin-2-yl)pentanedioate C(C1=CC=CC=C1)OCC1CCN(CC1)C=1C=C2C=CN(C(C2=CC1)=O)C(C(=O)OC)CCC(=O)OC